6-(3-Amino-6-(1-(1-hydroxy-2-methylpropan-2-yl)-1H-pyrazol-4-yl)pyrazin-2-yl)-2-(3,5-dimethoxyphenyl)pyridazin-3(2H)-on NC=1C(=NC(=CN1)C=1C=NN(C1)C(CO)(C)C)C=1C=CC(N(N1)C1=CC(=CC(=C1)OC)OC)=O